(E)-5-(3,3-dimethyltriaz-1-en-1-yl)-1H-imidazole-4-carboxamide CN(/N=N/C1=C(N=CN1)C(=O)N)C